ClC1=C(C=CC=C1)S(=O)(=O)NC1=NC(=C(C=C1F)C=1C=C2C=NC(=NC2=CC1)NC1CCC(CC1)N(C)C)OC 2-chloro-N-(5-(2-(((1r,4r)-4-(dimethylamino)cyclohexyl)amino)quinazolin-6-yl)-3-fluoro-6-methoxypyridin-2-yl)benzenesulfonamide